(E)-4-(tert-butoxycarbonylamino)-2-fluoro-but-2-enoic acid C(C)(C)(C)OC(=O)NC/C=C(\C(=O)O)/F